Ethyl 2-amino-6-cyano-6-cyclohexyl-7-oxo-4,5,6,7-tetrahydro-1-benzothiophene-3-carboxylate NC=1SC2=C(C1C(=O)OCC)CCC(C2=O)(C2CCCCC2)C#N